C(C)(C)(C)OC(=O)NC1=C(NC=C1)C(=O)OCC Ethyl 3-((tert-butoxycarbonyl) amino)-1H-pyrrole-2-carboxylate